butyl 3-(3-amino-6-chloropyrazin-2-yl)azetidine-1-carboxylate NC=1C(=NC(=CN1)Cl)C1CN(C1)C(=O)OCCCC